2-cyclohexyl-1-[2-(2-pyrimidinyloxy)-9H-carbazol-3-yl]-ethanone C1(CCCCC1)CC(=O)C=1C(=CC=2NC3=CC=CC=C3C2C1)OC1=NC=CC=N1